CC1=CC(=C(N=N1)Cl)C(=O)OCC ethyl 6-methyl-3-chloropyridazine-4-carboxylate